BrC1=CC=C(C=C1)N1C(NCC1)=O 1-(4-bromophenyl)tetrahydro-2H-imidazol-2-one